3-isopropoxy-N-(2-methyl-4-(2-((4-(3-(piperazin-1-ylmethyl)azetidin-1-yl)phenyl)amino)pyrimidin-4-yl)benzyl)azetidine-1-carboxamide C(C)(C)OC1CN(C1)C(=O)NCC1=C(C=C(C=C1)C1=NC(=NC=C1)NC1=CC=C(C=C1)N1CC(C1)CN1CCNCC1)C